C1(CCC1)[C@H]1CC2(CN(C2)C(=O)C2CC3(C2)NC(OC3)=O)CC1 |r| (rac)-(2s,4s)-2-(6-cyclobutyl-2-azaspiro[3.4]octane-2-carbonyl)-7-oxa-5-azaspiro[3.4]octan-6-one